BrC=1C=CC(=NC1)/C(=C/C=1C=CC(=C(C1)C1(N=C(OC2CC12)N)C(F)F)F)/F 5-(5-((Z)-2-(5-bromopyridin-2-yl)-2-fluorovinyl)-2-fluorophenyl)-5-(difluoromethyl)-2-oxa-4-azabicyclo[4.1.0]hept-3-en-3-amine